3-[(3S)-1-(2,2-dimethylpropanoyl)-3-piperidyl]-2-fluoro-benzoic acid CC(C(=O)N1C[C@@H](CCC1)C=1C(=C(C(=O)O)C=CC1)F)(C)C